The molecule is a polyprenylhydroquinone consisting of hydroquinone in which the hydrogen at position 2 is substituted by a (2E)-3,7-dimethylocta-2,6-dien-1-yl group. It is a polyprenylhydroquinone and a terpenoid. CC(=CCC/C(=C/CC1=C(C=CC(=C1)O)O)/C)C